NC=1C=2N(C3=CC(=C(C=C3N1)F)C(=O)N1[C@H](COCC1)C1=CC=C(C=C1)C(F)(F)F)C=NC2 (S)-(4-amino-7-fluoroimidazo[1,5-a]quinoxalin-8-yl)(3-(4-(trifluoromethyl)phenyl)morpholino)methanone